COC(C(=C)CC(=O)[O-])=O Methylitaconate